3-(5-(1-(naphthalen-1-ylmethyl)piperidin-4-yl)-1-oxoisoindolin-2-yl)piperidine-2,6-dione C1(=CC=CC2=CC=CC=C12)CN1CCC(CC1)C=1C=C2CN(C(C2=CC1)=O)C1C(NC(CC1)=O)=O